tert-Butyl 6-[[5-(difluoromethyl)-2-(2-trimethylsilylethoxymethyl)pyrazol-3-yl]methylene]-2-azaspiro[3.3]heptane-2-carboxylate FC(C=1C=C(N(N1)COCC[Si](C)(C)C)C=C1CC2(CN(C2)C(=O)OC(C)(C)C)C1)F